C1(CC1)N1CCN(CC1)C1CCN(CC1)C1=C(C=C(C(=C1)OC)NC1=NC=NC(=C1)N1OCC[C@@H]1C1=C(C(=CC=C1)F)F)NC(C=C)=O N-(2-(4-(4-cyclopropylpiperazine-1-yl)piperidine-1-yl)-5-((6-((R)-3-(2,3-difluorophenyl)isoxazolidine-2-yl)pyrimidine-4-yl)amino)-4-methoxyphenyl)acrylamide